5-bromo-2,2-dimethylpentan-1-ol BrCCCC(CO)(C)C